CC1(OC[C@H](O1)[C@@H]1[C@@H]([C@@H](C(O1)=O)O)O)C (3S,4R,5S)-5-((S)-2,2-Dimethyl-1,3-dioxolan-4-yl)-3,4-dihydroxydihydrofuran-2(3H)-one